ClC1=C(C=CC(=C1)Cl)C[C@@H](C[C@H]([C@H](C(C)(C)C)O)N1N=CNC1)C 2-[(2S,4R,5S)-1-(2,4-dichlorophenyl)-5-hydroxy-2,6,6-trimethylheptan-4-yl]-2,4-dihydro-3H-1,2,4-triazole